C1(=CC=CC=C1)P(C1=CC=CC=C1)CP(CCCCCCCC)CCCCCCCC (diphenylphosphino)(dioctylphosphino)methane